4-hydroxy-nonenal-d3 OC(C(=C(C=O)[2H])[2H])(CCCCC)[2H]